methyl 5-([[(1,2,3,5,6,7-hexahydro-s-indacen-4-yl)carbamoyl]amino](imino)oxo-lambda6-sulfanyl)-2-methylfuran-3-carboxylate C1CCC2=C(C=3CCCC3C=C12)NC(=O)NS(C1=CC(=C(O1)C)C(=O)OC)(=O)=N